N-(5-sulfamoyl-1,3,4-thiadiazol-2-yl)hex-5-ynamide S(N)(=O)(=O)C1=NN=C(S1)NC(CCCC#C)=O